N-ethyl-5-fluoro-N-isopropyl-2-((5-(2-((3x-r,5x-r)-5-methoxy-2-methyl-6-(methylamino)hex-3-yl)-2,6-diazaspiro[3.4]oct-6-yl)-1,2,4-triazin-6-yl)oxy)benzamide hydrochloride Cl.C(C)N(C(C1=C(C=CC(=C1)F)OC1=C(N=CN=N1)N1CC2(CN(C2)C(C(C)C)CC(CNC)OC)CC1)=O)C(C)C